5-chloro-2-phenylfuro[3,2-b]pyridine ClC1=CC=C2C(=N1)C=C(O2)C2=CC=CC=C2